ClC1=CC=C(C=C1)C=1N=C2N(C=CC=C2)C1CN1C2CN(C(C1)CC2)C(=O)C2=CC(=CC=C2)OC(F)(F)F (5-{[2-(4-chlorophenyl)imidazo[1,2-a]pyridin-3-yl]methyl}-2,5-diazabicyclo[2.2.2]oct-2-yl)-[3-(trifluoromethoxy)phenyl]methanone